ClC1(CCN(CC1)C(=O)C1=CC=CC=C1)Cl (4,4-dichloropiperidin-1-yl)(phenyl)methanone